C(C)(C)(C)N1N=C(C=C1)C(=O)NCC1=C(C(=C(C=C1)C1=NC=NN2C1=CC(=C2)N2CCOCC2)F)Cl 1-(tert-butyl)-N-(2-chloro-3-fluoro-4-(6-morpholinopyrrolo[2,1-f][1,2,4]triazin-4-yl)benzyl)-1H-pyrazole-3-carboxamide